methyl (2S)-2-[(2S)-2-[(2S)-2-[(tert-butoxycarbonyl)amino]-6-{[(9H-fluoren-9-ylmethoxy)carbonyl]amino}hexanamido]-3-phenylpropanamido]-4-methylpentanoate C(C)(C)(C)OC(=O)N[C@H](C(=O)N[C@H](C(=O)N[C@H](C(=O)OC)CC(C)C)CC1=CC=CC=C1)CCCCNC(=O)OCC1C2=CC=CC=C2C=2C=CC=CC12